(S)-tert-butyl 4-(3-((4-cyclopropylpiperazin-1-yl)methyl)-10-(4-fluorophenyl)-5-oxo-9-(trifluoromethyl)-3,5-dihydro-2H-[1,4]thiazino[2,3,4-ij]quinazolin-7-yl)piperazine-1-carboxylate C1(CC1)N1CCN(CC1)C[C@H]1CSC=2C(=C(C=C3C(=NC(N1C23)=O)N2CCN(CC2)C(=O)OC(C)(C)C)C(F)(F)F)C2=CC=C(C=C2)F